1-[[8-(6,7-dimethoxyquinazolin-4-yl)-2,8-diazaspiro[4.5]decan-2-yl]sulfonimidoyl]-2-methyl-propan-2-ol COC=1C=C2C(=NC=NC2=CC1OC)N1CCC2(CCN(C2)S(=O)(=N)CC(C)(O)C)CC1